C(C)N1C(=NN(C1=O)C=1C=C2C(=CN(C(C2=CC1F)=O)C1=C(C(=NC=C1C)OC)C)C(=C)C)CO 6-(4-Ethyl-3-(hydroxymethyl)-5-oxo-4,5-dihydro-1H-1,2,4-triazol-1-yl)-7-Fluoro-2-(2-methoxy-3,5-dimethylpyridin-4-yl)-4-(prop-1-en-2-yl)isoquinolin-1(2H)-one